CC1(N(CCC1)CC(=O)NC=1C=C(C(=NC1)C)NC(=O)C=1C=C2C(=NC1)NC(=C2)C2=NN(N=C2)C)C N-(5-(2-(2,2-dimethylpyrrolidin-1-yl)acetamido)-2-methylpyridin-3-yl)-2-(2-methyl-2H-1,2,3-triazol-4-yl)-1H-pyrrolo[2,3-b]pyridine-5-carboxamide